CN(C)CC1=C(C=CC(=N1)NC=1C=CC(=C2CNC(C12)=O)C1=CN=C2N1C=CC(=C2)F)C2CCOCC2 7-((6-((dimethylamino)methyl)-5-(tetrahydro-2H-pyran-4-yl)pyridin-2-yl)amino)-4-(7-fluoroimidazo[1,2-a]pyridin-3-yl)isoindolin-1-one